Methyl 2-(1-(2-chlorophenyl)-1-(2-methylpyrimidin-5-yl)propan-2-yl)-5-hydroxy-6-oxo-1,6-dihydropyrimidine-4-carboxylate ClC1=C(C=CC=C1)C(C(C)C=1NC(C(=C(N1)C(=O)OC)O)=O)C=1C=NC(=NC1)C